tert-butyl (R)-(1-(4-ethoxy-5-((2-methyl-2H-indazol-5-yl)carbamoyl)pyrimidin-2-yl)pyrrolidin-3-yl)(methyl)carbamate C(C)OC1=NC(=NC=C1C(NC1=CC2=CN(N=C2C=C1)C)=O)N1C[C@@H](CC1)N(C(OC(C)(C)C)=O)C